4-[1-[3-[[2-Fluoro-4-(trifluoromethyl)phenyl]methoxy]azetidine-1-carbonyl]pyrrolidin-3-yl]oxazolidin-2-one FC1=C(C=CC(=C1)C(F)(F)F)COC1CN(C1)C(=O)N1CC(CC1)C1NC(OC1)=O